F[C@@H]1CN(CC[C@H]1NC=1C=2C=C(N(C2C=CC1)CC(F)(F)F)C=1OC(=NN1)CNC1=C(C=C(C=C1)S(=O)(=O)C)OC)C |r| (+/-)-N-[(3R,4R)-3-fluoro-1-methylpiperidin-4-yl]-2-(5-{[(4-methanesulfonyl-2-methoxyphenyl)amino]methyl}-1,3,4-oxadiazol-2-yl)-1-(2,2,2-trifluoroethyl)-1H-indol-4-amine